Cl.Cl.N[C@@H](CCCCN)C(=O)N L-Lysinamide diHCl